4-deoxy-L-threo-hex-4-enopyranuronate OC1[C@H](O)[C@@H](O)C=C(O1)C(=O)[O-]